NC(CCC[C@H](NC(OC(C)(C)C)=O)C(NCCCCCCNC(CCCCCCCCCCC)=O)=O)C(NC(C(NCCCC(=O)OC(C)(C)C)=O)CCC(=O)OC(C)(C)C)=O Tert-butyl 10-amino-13-(3-(tert-butoxy)-3-oxopropyl)-l-6-((6-dodecanamidohexyl)carbamoyl)-2,2-dimethyl-4,11,14-trioxo-3-oxa-5,12,15-triazanonadecan-19-oate